C(C)OC(=O)C1=NNC(C=N1)=O.C(C=C)(=O)OCC[Si](OCC)(OCC)C acryloyloxyethyl-methyldiethoxysilane ethyl-6-oxo-1,6-dihydro-1,2,4-triazine-3-carboxylate